oxazole-one O1C(NC=C1)=O